1-benzyl-N5-(2-cyclopropylethyl)-N3-methyl-2-oxo-1,2-dihydropyridine-3,5-dicarboxamide C(C1=CC=CC=C1)N1C(C(=CC(=C1)C(=O)NCCC1CC1)C(=O)NC)=O